4-(allylthio)cyclohexanone C(C=C)SC1CCC(CC1)=O